Cl.Cl.ClC=1C=C2CCN(C2=CC1)C/C=C/[C@H]1NCCC[C@@H]1O (2R,3S)-2-((E)-3-(5-chloroindolin-1-yl)prop-1-en-1-yl)piperidin-3-ol dihydrochloride